ethyl 2-(imidazo(1,5-a)pyridin-3-yl)acetate C=1N=C(N2C1C=CC=C2)CC(=O)OCC